Benzyl (((1S,6R,7R)-3-(3-(3-chloro-2-fluoropyridin-4-yl)-1-(tetrahydro-2H-pyran-2-yl)-1H-pyrazolo[3,4-b]pyrazin-6-yl)-7-(2-fluorophenyl)-3-azabicyclo[4.1.0]heptan-7-yl)methyl)carbamate ClC=1C(=NC=CC1C1=NN(C2=NC(=CN=C21)N2C[C@@H]1[C@]([C@@H]1CC2)(C2=C(C=CC=C2)F)CNC(OCC2=CC=CC=C2)=O)C2OCCCC2)F